methyl 4-(3-((tert-Butoxycarbonyl) amino)-3-(piperidine-1-carbonyl) piperidin-1-yl)-3'-fluoro-[1,1'-biphenyl]-3-carboxylate C(C)(C)(C)OC(=O)NC1(CN(CCC1)C1=C(C=C(C=C1)C1=CC(=CC=C1)F)C(=O)OC)C(=O)N1CCCCC1